CN(C)C(C(C)(C)C)=O N,N-dimethylpivaloylamine